FC(C1=CC2=C(C3(OCC2O)CCNC[13CH2]3)S1)(F)F 2'-(trifluoromethyl)-4',5'-dihydrospiro[piperidine-4,7'-thieno[2,3-c]pyran]-5-13C-4'-ol